tert-Butyl 2-(3-carbamoyl-5-(4,4,5,5-tetramethyl-1,3,2-dioxaborolan-2-yl)-1H-indazol-1-yl)acetate C(N)(=O)C1=NN(C2=CC=C(C=C12)B1OC(C(O1)(C)C)(C)C)CC(=O)OC(C)(C)C